OCCN(CCCCN(C1=CC=C(C=C1)N)CCO)C1=CC=C(C=C1)N N,N'-bis-(2-hydroxyethyl)-N,N'-bis(4'-aminophenyl)tetramethylenediamine